3-(2-amino-9-(4-nitrobenzyl)-9H-purin-6-yl)benzonitrile NC1=NC(=C2N=CN(C2=N1)CC1=CC=C(C=C1)[N+](=O)[O-])C=1C=C(C#N)C=CC1